ClC1=NC(=CC(=N1)N1[C@@H](COCC1)C)C (3R)-4-(2-chloro-6-methylpyrimidin-4-yl)-3-methylmorpholine